4-[(6-bromo-7-fluoro-pyrido[3,2-d]pyrimidin-4-yl)amino]-2,3-difluoro-phenol BrC=1C(=CC=2N=CN=C(C2N1)NC1=C(C(=C(C=C1)O)F)F)F